2-chloro-6-(1-methylcyclopropyl)nicotinonitrile ClC1=C(C#N)C=CC(=N1)C1(CC1)C